OC(CCCC(=O)O)CCCCCCC 5-Hydroxy-dodecanoic acid